N1=CN=CC2=C1NC=C2C=2N=C(C1=C(N2)SC=C1)NC1C(C2CCC1CC2)C(=O)O trans-3-((2-(7H-pyrrolo[2,3-d]pyrimidin-5-yl)thieno[2,3-d]pyrimidin-4-yl)amino)bicyclo[2.2.2]octane-2-carboxylic acid